O=[N+]([O-])C1C=CC(O)=CC=1 p-Nitrophenol